peroxydicarbonic acid, bis(3-methoxybutyl) ester C(=O)(OCCC(C)OC)OOC(=O)OCCC(C)OC